(1R,3R,5R)-N-((R)-(4-chloro-2,5-difluorophenyl)(cyclopropyl)methyl)-2-(5-(methylsulfonyl)nicotinyl)-2-azabicyclo[3.1.0]hexane-3-carboxamide ClC1=CC(=C(C=C1F)[C@H](NC(=O)[C@@H]1N([C@@H]2C[C@@H]2C1)CC1=CN=CC(=C1)S(=O)(=O)C)C1CC1)F